tert-butyl (5-phenylpyridazin-3-yl)carbamate C1(=CC=CC=C1)C=1C=C(N=NC1)NC(OC(C)(C)C)=O